C(C)(=O)C1=NN(C2=CC=C(C=C12)C=1C=NC(=NC1)N)CC(=O)N1[C@@H](C[C@H](C1)F)C(=O)NC1=NC(=CC(=C1)OC)Br (2S,4R)-1-(2-(3-acetyl-5-(2-aminopyrimidin-5-yl)-1H-indazol-1-yl)acetyl)-N-(6-bromo-4-methoxypyridin-2-yl)-4-fluoropyrrolidine-2-carboxamide